C(CCCCCCC)C1=C(C=CC=C1)P(C1=CC=CC=C1)C1=CC=CC=C1.[Br] bromine (octyl)triphenylphosphine